ClC=1C(=CC(=NC1)OC1CCC2(CN(C2)C(=O)C2CC(C2)(C)O)CC1)OC (7-((5-Chloro-4-methoxypyridin-2-yl)oxy)-2-azaspiro[3.5]nonan-2-yl)((1s,3s)-3-hydroxy-3-methylcyclobutyl)methanone